CC=1C=C(OC1C(NC)=O)CCC(=O)[O-] 3-[4-methyl-5-(methylcarbamoyl)furan-2-yl]propanoate